tert-butyl 2-chloro-4-((4-(1-isopropyl-4-(trifluoromethyl)-1H-imidazol-2-yl)phenyl)ethynyl)-7,8-dihydropyrido[4,3-d]pyrimidine-6(5H)-carboxylate ClC=1N=C(C2=C(N1)CCN(C2)C(=O)OC(C)(C)C)C#CC2=CC=C(C=C2)C=2N(C=C(N2)C(F)(F)F)C(C)C